[Si](C1=CC=CC=C1)(C1=CC=CC=C1)(C(C)(C)C)O[C@H](CC(C(=C)C)=O)CN(C)CC (R)-5-((tert-butyldiphenylsilyl)oxy)-6-(ethyl-(methyl)amino)-2-methylhex-1-en-3-one